CO[Si](CCCOC(C=C)=O)(C)OC 3-[Dimethoxy(methyl)silyl]propylacrylat